C(C=C)(=O)N1[C@@H](CN(CC1)C1=C(C(N(C2=NC(=C(C=C12)Cl)C1=C(C(=C(C(=C1F)F)F)F)N)C=1C(=NC=CC1C)C(C)C)=O)C#N)C (M)-4-((R)-4-acryloyl-3-methylpiperazin-1-yl)-7-(2-amino-3,4,5,6-tetrafluorophenyl)-6-chloro-1-(2-isopropyl-4-methylpyridin-3-yl)-2-oxo-1,2-dihydro-1,8-naphthyridine-3-carbonitrile